O(C1=CC=CC=C1)C1=CC=C(C=C1)C1=NN2C(NC3=C(CC2)C=C(C=C3)C(=O)N)=C1C(=O)N 2-(4-phenoxyphenyl)-9,10-dihydro-4H-benzo[d]pyrazolo[1,5-a][1,3]diazepine-3,7-dicarboxamide